(6-bromo-2-pyridyl)-6-chloro-imidazo[1,2-b]pyridazine BrC1=CC=CC(=N1)C=1N=C2N(N=C(C=C2)Cl)C1